9,10-diethoxy-1,4-dihydroanthracene C(C)OC=1C2=CC=CC=C2C(=C2CC=CCC12)OCC